((2-cyclopropyl-2-carboxyethyl)amino)-2-fluoro-4-methylbenzonitrile C1(CC1)C(CNC=1C(=C(C#N)C=CC1C)F)C(=O)O